3-isopropyl-2-(2-methylpyridin-4-yl)-5-(piperidin-4-yl)-1H-indole hydrochloride Cl.C(C)(C)C1=C(NC2=CC=C(C=C12)C1CCNCC1)C1=CC(=NC=C1)C